NC=1SC2=C(N1)C=C(C=C2)C=2C=C(C=C1N=CC=NC21)NC=2CN(C=CC2)C2CN(CC2)C 3-{[8-(2-amino-1,3-benzothiazol-5-yl)quinoxalin-6-yl]amino}-N-(1-methylpyrrolidin-3-yl)pyridine